FC=1C=C(C=NC1OC)CN1N=C(C=CC1=O)C=1C=NC(=NC1)OCC(F)(F)F 2-((5-fluoro-6-methoxypyridin-3-yl)methyl)-6-(2-(2,2,2-trifluoroethoxy)pyrimidin-5-yl)pyridazin-3(2H)-one